O=C1NC(CCC1N1C(C2=CC=C(C=C2C1=O)N1C[C@H](CCC1)NCC1CCN(CC1)CCOC1=CC=C(C=C1)C(=C(CC)C1=CC=CC=C1)C1=CC=CC=C1)=O)=O 2-(2,6-dioxopiperidin-3-yl)-5-((S)-3-(((1-(2-(4-(1,2-diphenylbuta-1-En-1-yl)phenoxy)ethyl)piperidin-4-yl)methyl)amino)piperidin-1-yl)isoindoline-1,3-dione